CC1=C(C2=C(N=N1)SC1=C2N=CN=C1N1C[C@H](CC1)OC1=NC=CC=C1)C 3,4-dimethyl-8-[(3S)-3-(2-pyridyloxy)pyrrolidin-1-yl]pyrimido[4',5':4,5]thieno[2,3-c]pyridazine